(cis)-4-(3-bromo-2,6-difluorophenyl)-2,6-dimethylmorpholine BrC=1C(=C(C(=CC1)F)N1C[C@H](O[C@H](C1)C)C)F